ClC=1C(=C(CN2[C@@H](CC(CC2)(C(=O)O)CC2=NC(=CC=C2F)NC2=NNC(=C2)C)CC)C(=CC1)C)F (2R)-1-(3-chloro-2-fluoro-6-meth-ylbenzyl)-2-ethyl-4-((3-fluoro-6-((5-methyl-1H-pyrazol-3-yl)-amino)pyridin-2-yl)methyl)piperidine-4-carboxylic acid